C(C)N1N=CC=C1C(=O)N[C@H](C(=O)O)C1CCC(CC1)C (2S)-2-[(2-ethylpyrazole-3-carbonyl)amino]-2-(4-methylcyclohexyl)acetic acid